C(C)(=O)CCC(C(=O)O)(N)N γ-acetyl-diaminobutyric acid